4-n-butoxy-4'-cyanobiphenyl C(CCC)OC1=CC=C(C=C1)C1=CC=C(C=C1)C#N